3-(piperidin-1-ylmethyl)benzonitrile N1(CCCCC1)CC=1C=C(C#N)C=CC1